3,3-dichloro-2,2-dimethyl-propanoyl chloride ClC(C(C(=O)Cl)(C)C)Cl